CC(COC=1C=C(C=CC1)C1=CC(=NN1C=1C=CC=C2C=NN(C12)C)COC(C(=O)OC)(C)C)(C)C Methyl 2-([5-[3-(2,2-dimethylpropoxy)phenyl]-1-(1-methyl-1H-indazol-7-yl)-1H-pyrazol-3-yl]-methoxy)-2-methylpropanoate